5-fluoro-1-((2R,3S,4R,5S)-3-fluoro-4-hydroxy-5-(iodomethyl)-5-methoxytetrahydrofuran-2-yl)pyrimidine-2,4(1H,3H)-dione FC=1C(NC(N(C1)[C@@H]1O[C@]([C@H]([C@@H]1F)O)(OC)CI)=O)=O